pyridin-2-yl(2-(5-(trifluoromethyl)-1,2,4-oxadiazol-3-yl)-6,7-dihydrothieno[3,2-c]pyridin-5(4H)-yl)methanone N1=C(C=CC=C1)C(=O)N1CC2=C(CC1)SC(=C2)C2=NOC(=N2)C(F)(F)F